FC(C1=NN(C(=C1)C(F)F)CC(=O)N1CCC(CC1)C=1SC=C(N1)C1=NOC(C1)C1=C(C=CC=C1OCC=C)Cl)F 2-[3,5-bis(difluoromethyl)-1H-pyrazol-1-yl]-1-[4-(4-{5-[2-chloro-6-(prop-2-en-1-yloxy)phenyl]-4,5-dihydro-1,2-oxazol-3-yl}-1,3-thiazol-2-yl)piperidin-1-yl]ethanone